methacryloylbutadiene C(C(=C)C)(=O)C=CC=C